C(=O)O.ClC1=C(C(=CC=C1)Cl)C1CN(C1)C=1C=CC(=NC1)CN1CC(C1)(O)C 1-((5-(3-(2,6-dichlorophenyl)azetidin-1-yl)pyridin-2-yl)methyl)-3-methylazetidin-3-ol, formic acid salt